N1(N=CC=C1)C1=NC=CC(=C1)CNC(=O)NC12CC(C1)(C2)C(F)(F)F 1-[(2-pyrazol-1-ylpyridin-4-yl)methyl]-3-[3-(trifluoromethyl)-1-bicyclo[1.1.1]pentanyl]urea